C(C)(C)(C)C1=CC=C(C=C1)CC(=O)NCC=1SC=C2C1CN(C2=O)C2C(NC(CC2)=O)=O 2-(4-(tert-butyl)phenyl)-N-((5-(2,6-dioxopiperidin-3-yl)-4-oxo-5,6-dihydro-4H-thieno[3,4-c]pyrrol-1-yl)methyl)acetamide